O=C1C=2C=C(C=CC2C2=C1N=C(N=C2)C(F)(F)F)NC(C=C)=O N-(9-oxo-2-(trifluoromethyl)-9H-indeno[2,1-d]pyrimidin-7-yl)acrylamide